methyl 3-((tert-butyldiphenylsilyl)oxy)cyclopentane-1-carboxylate [Si](C1=CC=CC=C1)(C1=CC=CC=C1)(C(C)(C)C)OC1CC(CC1)C(=O)OC